tert-butyl 4-[5-[[3-[(tert-butoxycarbonylamino)methyl]phenoxy]methyl]-3-chloro-2-pyridyl]piperazine-1-carboxylate tert-butyl-N-[(3-hydroxyphenyl)methyl]carbamate C(C)(C)(C)OC(NCC1=CC(=CC=C1)O)=O.C(C)(C)(C)OC(=O)NCC=1C=C(OCC=2C=C(C(=NC2)N2CCN(CC2)C(=O)OC(C)(C)C)Cl)C=CC1